tungsten-boron-silicon [Si].[B].[W]